NC1=C(NC=C1)C(=O)N aminopyrroleamide